3-(3,5-difluorophenyl)-2-methoxy-6-methylpyridine FC=1C=C(C=C(C1)F)C=1C(=NC(=CC1)C)OC